CC1C(CC(CC1)C)CCCCCCCCCCCCCCCCCC 1,4-dimethyl-2-octadecyl-cyclohexane